2-chloro-4-((2-fluoro-6-methoxybenzyl)amino)pyrimidin-5-carboxamide ClC1=NC=C(C(=N1)NCC1=C(C=CC=C1OC)F)C(=O)N